N,N',N''-trimethylolmelamine C(O)NC1=NC(=NC(=N1)NCO)NCO